C(C)OC(C(=CC=1N=C(SC1)C)N=[N+]=[N-])=O 2-azido-3-(2-methylthiazol-4-yl)prop-2-enoic acid ethyl ester